2-{[4-(trifluoromethyl)pyridin-2-yl]oxy}-6-azaspiro[3.5]nonane hydrochloride Cl.FC(C1=CC(=NC=C1)OC1CC2(C1)CNCCC2)(F)F